1-cyclopropylpyrazole-4-carbaldehyde C1(CC1)N1N=CC(=C1)C=O